4-chloro-2-(trifluoromethyl)-7-vinyl-pyrido[3,2-d]pyrimidine ClC=1C2=C(N=C(N1)C(F)(F)F)C=C(C=N2)C=C